6-(benzo[d][1,3]dioxol-4-ylamino)-4-chloro-N-(2,3-dihydro-1H-inden-2-yl)picolinamide O1COC2=C1C=CC=C2NC2=CC(=CC(=N2)C(=O)NC2CC1=CC=CC=C1C2)Cl